ethyl (S)-3-((S)-tetrahydrofuran-3-yl)-2-((4-(trifluoromethoxy)phenyl)sulfonamido)propanoate O1C[C@H](CC1)C[C@@H](C(=O)OCC)NS(=O)(=O)C1=CC=C(C=C1)OC(F)(F)F